3-(4-((R)-2-methylpiperazin-1-yl)-7-(1H-pyrazol-3-yl)imidazo[1,5-b]pyridazine-2-yl)-8-oxa-3-azaBicyclo[3.2.1]octanecarboxylate C[C@H]1N(CCNC1)C=1C=2N(N=C(C1)N1CC3(CCC(C1)O3)C(=O)[O-])C(=NC2)C2=NNC=C2